methyl (S)-2-((4-(2-(5-chloropyridin-2-yl)-2-methylbenzo[d][1,3]dioxol-4-yl)piperidin-1-yl)methyl)-7-(2-methoxyethoxy)-1-methyl-1H-benzo[d]imidazole-5-carboxylate ClC=1C=CC(=NC1)[C@@]1(OC2=C(O1)C=CC=C2C2CCN(CC2)CC2=NC1=C(N2C)C(=CC(=C1)C(=O)OC)OCCOC)C